CC=1SC(=CN1)C1=CC=C(C#N)C=C1 4-(2-methyl-1,3-thiazol-5-yl)benzonitrile